C(C)OC(C(=NO)C#N)=O ethylcyano(hydroxyimino)acetat